CC=1C=C(C=CC1)C1=NC2=CC(=CC=C2C=C1)C 2-(3-methylphenyl)-7-methylquinoline